CS(=O)(=O)C(C)C1=CC=C(N)C=C1 4-(1-(methylsulfonyl)ethyl)aniline